FC(OC1=C(C=O)C=CC(=C1)C1=NN(C=C1)C1=CC=C(C=C1)F)F 2-(difluoromethoxy)-4-[1-(4-fluorophenyl)-1H-pyrazol-3-yl]benzaldehyde